NC=1N=C(C2=C(N1)NC=C2)OC2=CC=C(C=C2)NC(=O)N[C@@H](CC2=CNC=N2)C(=O)O ((4-((2-amino-7H-pyrrolo[2,3-d]pyrimidin-4-yl)oxy)phenyl)carbamoyl)-L-histidine